N-(4-amino-3,4-dioxo-1-phenylbutan-2-yl)-4-(2-Methylfuran-3-yl)-1,2,5-thiadiazole-3-carboxamide NC(C(C(CC1=CC=CC=C1)NC(=O)C1=NSN=C1C1=C(OC=C1)C)=O)=O